N-{3-[4-(benzothiazol-2-yl)-6-oxo-1,6-dihydropyrimidin-2-yl]-4-(trifluoromethyl)benzyl}isobutyramide S1C(=NC2=C1C=CC=C2)C=2N=C(NC(C2)=O)C=2C=C(CNC(C(C)C)=O)C=CC2C(F)(F)F